O1C2=C(C=C1S(=O)(=O)N)CC1CCC2C1 5,6,7,8-tetrahydro-4H-5,8-methanocyclohepta[b]furan-2-sulfonamide